benzyl ((1r,4r)-4-((5-chloro-4-(5-(cyclopropylmethyl)-1-methyl-1H-pyrazol-4-yl)pyrimidin-2-yl)amino)cyclohexyl)(6-(((4-nitrophenoxy)carbonyl)amino)hexyl)carbamate ClC=1C(=NC(=NC1)NC1CCC(CC1)N(C(OCC1=CC=CC=C1)=O)CCCCCCNC(=O)OC1=CC=C(C=C1)[N+](=O)[O-])C=1C=NN(C1CC1CC1)C